CN(CCNC1(CCC1)CO)C (1-((2-(dimethylamino)ethyl)amino)cyclobutyl)methanol